3-(difluoromethyl)-1-(4-methoxybenzyl)-1H-1,2,4-triazole FC(C1=NN(C=N1)CC1=CC=C(C=C1)OC)F